ClC1=NC=C(C=C1)CC(=O)O 2-chloro-5-pyridineacetic acid